CS(=O)(=O)OC1CCN(C2(CC2)C1)C(=O)OC(C)(C)C tert-butyl 7-methylsulfonyloxy-4-azaspiro[2.5]octane-4-carboxylate